di(3,4-epoxy- 6-methylcyclohexylmethyl) hexanedioate C(CCCCC(=O)OCC1CC2C(CC1C)O2)(=O)OCC2CC1C(CC2C)O1